[Cu].[Ga].[In] indium-gallium-copper